3,5,5-trimethylhexanoic acid-tertiary-butyl-peroxyester C(C)(C)(C)OOOC(CC(CC(C)(C)C)C)=O